C1(CC1)C1=CC(=NN1)NC1=NC(=NC=C1)N1C2CC(C1)(C2)COC(C)C N-(5-Cyclopropyl-1H-pyrazol-3-yl)-2-[4-(isopropoxymethyl)-2-azabicyclo[2.1.1]hexan-2-yl]pyrimidin-4-amine